5-benzyl-N-(4-(2-chloro-5-(2-methoxyethoxy)phenyl)pyridin-2-yl)-4H-1,2,4-triazole-3-carboxamide C(C1=CC=CC=C1)C=1NC(=NN1)C(=O)NC1=NC=CC(=C1)C1=C(C=CC(=C1)OCCOC)Cl